ethyl-1-isopropyl-3-sulfamoyl-1H-pyrazol-5-carboxylate C(C)OC(=O)C1=CC(=NN1C(C)C)S(N)(=O)=O